CN([C@@]1(CN(CCC1)C1=CC(=C(C(=C1)F)S(=O)(=O)NC1=NC=CC=N1)F)CCC1=CC(=CC=C1)C(F)(F)F)C (S)-4-(3-(Dimethylamino)-3-(3-(trifluoromethyl)phenethyl)piperidin-1-yl)-2,6-difluoro-N-(pyrimidin-2-yl)benzenesulfonamide